BrC1=NN(C2=C1C=NC(=C2)NC(C)=O)C2=NC(=CC(=C2)OC)C(C)(F)F N-(3-bromo-1-(6-(1,1-difluoroethyl)-4-methoxypyridin-2-yl)-1H-pyrazolo[4,3-c]pyridin-6-yl)acetamide